C(C1=CC=CC=C1)OC1=C(N2C(C3=C(C=CC=C13)OC1=CC=C(C=C1)OC)=NC=N2)C(=O)NCC(=O)OC methyl (6-(benzyloxy)-10-(4-methoxyphenoxy)-[1,2,4]triazolo[5,1-a]isoquinoline-5-carbonyl)glycinate